7-(3-(2-fluoro-6-methylphenyl)cyclopentyl)-3-methyl-5-((3-(trifluoromethyl)pyrazin-2-yl)methyl)pyrido[2,3-b]pyrazin-6(5H)-one FC1=C(C(=CC=C1)C)C1CC(CC1)C1=CC=2C(=NC(=CN2)C)N(C1=O)CC1=NC=CN=C1C(F)(F)F